3-(3-methyl-4-(10-(2-methyl-1,3-dioxolan-2-yl)decyl)-2-oxo-2,3-dihydro-1H-benzo[d]imidazol-1-yl)piperidine-2,6-dione CN1C(N(C2=C1C(=CC=C2)CCCCCCCCCCC2(OCCO2)C)C2C(NC(CC2)=O)=O)=O